C12C=CC(C(C1)C(=O)OC(C)(C)C)C2 1,1-dimethylethyl norbornene-5-carboxylate